O1NC(CC2C1=CC=CC2)=O dihydro-benzoxazinone